tert-butyl (R)-(1-(5-(4-cyanophenyl)-1-(4-cyclopropylphenyl)-1H-pyrazole-3-carbonyl)piperidine-3-yl)carbamate C(#N)C1=CC=C(C=C1)C1=CC(=NN1C1=CC=C(C=C1)C1CC1)C(=O)N1C[C@@H](CCC1)NC(OC(C)(C)C)=O